ClC1=C(C(N(N=C1C1=CC(=CC=C1)[N+](=O)[O-])C1CC1)=O)C(=O)OCC ethyl 5-chloro-2-cyclopropyl-6-(3-nitrophenyl)-3-oxo-pyridazine-4-carboxylate